ClC=1C=C(C(=O)N2CC=3C(C[C@H]2C)=NN(C3C(=O)[O-])[C@@H](CNC(C)C3=NC=C(C=N3)C(F)(F)F)C)C=CC1Cl.[Li+] lithium (6R)-5-(3,4-dichlorobenzoyl)-6-methyl-2-((2R)-1-((1-(5-(trifluoromethyl)pyrimidin-2-yl)ethyl)amino)propan-2-yl)-4,5,6,7-tetrahydro-2H-pyrazolo[4,3-c]pyridine-3-carboxylate